naphthyridine-6-carboxamide formate salt C(=O)O.N1=CC=CC2=CC(=CN=C12)C(=O)N